C1(CCCC1)S(=O)(=O)C=1C=C(OC[C@H](CNC2COC3(C2)CCN(CC3)S(=O)(=O)C3=CC2=CC=CC=C2C=C3)O)C=CC1 (2S)-1-(3-(cyclopentylsulfonyl)phenoxy)-3-(8-(naphthalen-2-ylsulfonyl)-1-oxa-8-azaspiro[4.5]decan-3-ylamino)propan-2-ol